9,9-Dimethyl-9H-fluorene-2-sulfonamide CC1(C2=CC=CC=C2C=2C=CC(=CC12)S(=O)(=O)N)C